(1s,3s)-3-hydroxy-3-(2-(trifluoromethoxy)pyridin-3-yl)cyclobutyl ((7-chloro-2-(2,6-dioxopiperidin-3-yl)-4-fluoro-3-oxoisoindolin-5-yl)methyl)carbamate ClC=1C=C(C(=C2C(N(CC12)[C@@H]1C(NC(CC1)=O)=O)=O)F)CNC(OC1CC(C1)(C=1C(=NC=CC1)OC(F)(F)F)O)=O